OC1CN(C1)C=1C(C(C1NCC1=CC=C(C=C1)C1=NOC(=N1)C(F)(F)F)=O)=O 3-(3-Hydroxyazetidin-1-yl)-4-((4-(5-(trifluoromethyl)-1,2,4-oxadiazol-3-yl)benzyl)amino)cyclobut-3-en-1,2-dion